methyl(pyridin-2-yl)(((7-(5-(trifluoromethyl)-1,2,4-oxadiazol-3-yl)imidazo[1,2-a]pyridin-2-yl)methyl)imino)-λ6-sulfanone CS(=O)(=NCC=1N=C2N(C=CC(=C2)C2=NOC(=N2)C(F)(F)F)C1)C1=NC=CC=C1